N-methoxy-1-[[4-[5-(trifluoromethyl)-1,2,4-oxadiazol-3-yl]phenyl]methyl]piperidin-4-imine CON=C1CCN(CC1)CC1=CC=C(C=C1)C1=NOC(=N1)C(F)(F)F